2-methyl-2-nitropropionitrile CC(C#N)(C)[N+](=O)[O-]